(3R)-3-[4-[[(2'S,4R)-2-ethyl-2'-methyl-spiro[6,7-dihydrothieno[3,2-c]pyran-4,4'-piperidin]-1'-yl]methyl]triazol-1-yl]pyrrolidine-1-carboxylic acid tert-butyl ester C(C)(C)(C)OC(=O)N1C[C@@H](CC1)N1N=NC(=C1)CN1[C@H](C[C@@]2(CC1)OCCC1=C2C=C(S1)CC)C